3-chloro-5-(ethylsulfonyl)-N-{(1S)-1-[1-(pyrimidin-2-yl)-1H-1,2,4-triazol-5-yl]ethyl}benzamide tert-butyl-4-hydroxy-3-((4-(methylsulfonyl)phenoxy)methyl)piperidine-1-carboxylate C(C)(C)(C)OC(=O)N1CC(C(CC1)O)COC1=CC=C(C=C1)S(=O)(=O)C.ClC=1C=C(C(=O)N[C@@H](C)C2=NC=NN2C2=NC=CC=N2)C=C(C1)S(=O)(=O)CC